BrC1=CC(=NC=C1)C(CCN(C)C)O 1-(4-bromopyridin-2-yl)-3-(dimethylamino)propan-1-ol